FC=1C=NC(=NC1)C=1C(=C(C=CC1)NC1=NC(=NC=C1C(=O)NC)N1C[C@@H](CC1)C(NC)=O)OC (R)-4-((3-(5-fluoropyrimidin-2-yl)-2-methoxyphenyl)amino)-N-methyl-2-(3-(methylcarbamoyl)pyrrolidin-1-yl)pyrimidine-5-carboxamide